N-(4-(6-fluoro-3,4-dihydroisoquinolin-2(1H)-yl)-2,6-dimethylphenyl)bicyclo[3.1.0]hexane-1-carboxamide FC=1C=C2CCN(CC2=CC1)C1=CC(=C(C(=C1)C)NC(=O)C12CCCC2C1)C